Cl.CN(C)CC=C N,N-dimethylallylamine hydrochloride